benzyl (2S,3R,4S)-4-fluoro-3-(fluoromethylsulfonylamino)-2-[[2-fluoro-3-(4,4,5,5-tetramethyl-1,3,2-dioxaborolan-2-yl)phenyl]methyl]piperidine-1-carboxylate F[C@@H]1[C@@H]([C@@H](N(CC1)C(=O)OCC1=CC=CC=C1)CC1=C(C(=CC=C1)B1OC(C(O1)(C)C)(C)C)F)NS(=O)(=O)CF